[1,3-bis(2,6-diisopropylphenyl)imidazolidin-2-ylidene](tricyclohexylphosphine) C(C)(C)C1=C(C(=CC=C1)C(C)C)N1C(N(CC1)C1=C(C=CC=C1C(C)C)C(C)C)=C1C(CCCC1)P(C1CCCCC1)C1CCCCC1